(3-chloro-2,4-dimethyl-5,7-dihydropyrrolo[3,4-b]pyridin-6-yl)-[(3R)-1-(6-methyl-3-pyridyl)pyrrolidin-3-yl]methanone ClC=1C(=C2C(=NC1C)CN(C2)C(=O)[C@H]2CN(CC2)C=2C=NC(=CC2)C)C